7-((2-chloro-5-(trifluoromethyl)pyrimidin-4-yl)amino)isoindolin-1-one ClC1=NC=C(C(=N1)NC=1C=CC=C2CNC(C12)=O)C(F)(F)F